FC1=C2C=C(NC2=CC=C1F)C(=O)N1CC=2N(CC1)N=CC2C(=O)N(C)C2(CC2)COC(F)F 5-(4,5-difluoro-1H-indole-2-carbonyl)-N-{1-[(difluoromethoxy)methyl]cyclopropyl}-N-methyl-4H,5H,6H,7H-pyrazolo[1,5-a]pyrazine-3-carboxamide